NCCCNC(C(CCCCNC(COCCOCCOCCOCCOCCOCCOCCOCCOC)=O)NC(CCCN1C(C=CC1=O)=O)=O)=O N-(6-((3-aminopropyl)amino)-5-(4-(2,5-dioxo-2,5-dihydro-1H-pyrrol-1-yl)butanamido)-6-oxohexyl)-2,5,8,11,14,17,20,23,26-nonaoxaoctacosan-28-amide